ClC1=C(C#N)C=CC(=C1)N1CC2(C[C@@H]1C)CCN(CC2)C2=CC=C(C=C2)C(=O)N2CCC(CC2)CN2CCC(CC2)C2=CC(=CC=C2)NC2C(NC(CC2)=O)=O 2-Chloro-4-((3S)-8-(4-(4-((4-(3-((2,6-dioxopiperidin-3-yl)amino)phenyl)-piperidin-1-yl)methyl)-piperidine-1-carbonyl)-phenyl)-3-methyl-2,8-diazaspiro[4.5]decan-2-yl)benzonitrile